[Nb].[V] vanadium niobium